O=C1NCC2(C1)CCN(CC2)C2CC1CCC(C2)N1C(=O)OCC ethyl 3-(3-oxo-2,8-diazaspiro[4.5]dec-8-yl)-8-azabicyclo[3.2.1]octane-8-carboxylate